NC=1C=C(C=CC1)C([C@@H](C(=O)N[C@@H](C(=O)N(C)[C@H](/C=C(/C(=O)OCC)\C)C(C)C)C(C)(C)C)NC)(C)C ethyl (S,E)-4-((R)-2-((S)-3-(3-aminophenyl)-3-methyl-2-(methylamino)butanamido)-N,3,3-trimethylbutanamido)-2,5-dimethylhex-2-enoate